FC1(CCN(CCC1)C=1C(=NC(=CC1)C(F)(F)F)C1=NC2=CC=CC=C2C(N1)=O)F 2-[3-(4,4-Difluoroazepan-1-yl)-6-(trifluoromethyl)-2-pyridinyl]-3H-quinazolin-4-one